S1C=CC(=C1)C=O 4-thiophenal